6-amino-1,3-di-n-propyluracil NC1=CC(N(C(N1CCC)=O)CCC)=O